CC(C(=O)OCCN(CC)CC)CCCCCCCCCCC 2-(diethyl-amino)ethanol monomethyl-tridecanate